Cl.N1CC(C1)N1CC2=CC=C(C=C2CC1)C1=NNC=2C1=NN(C(C2)=O)C2=C(C=CC=C2C)F 3-(2-(Azetidin-3-yl)-1,2,3,4-tetrahydroisochinolin-6-yl)-5-(2-fluoro-6-methylphenyl)-1H-pyrazolo[4,3-c]pyridazin-6(5H)-on-Hydrochlorid